C1(CCC1)C1=CC(=C(C=C1)N1C(C=CC2=CC(=CC=C12)S(=O)(=O)NC1=NOC=C1)=O)OC (P)-1-(4-cyclobutyl-2-methoxyphenyl)-N-(isoxazol-3-yl)-2-oxo-1,2-dihydroquinoline-6-sulphonamide